5-bromo-6-(bromomethyl)-3-methylbenzo[d]oxazol-2(3H)-one BrC=1C(=CC2=C(N(C(O2)=O)C)C1)CBr